N1CC(C1)NC1=NC(=CC=C1)C1=CN=C2N1N=C(C=C2)C=2C=NN(C2)C(F)F N-(azetidin-3-yl)-6-(6-(1-(difluoromethyl)-1H-pyrazol-4-yl)imidazo[1,2-b]pyridazin-3-yl)pyridin-2-amine